[C@@H](C)(CC)C=1N=C2N(C(C1C=C)=O)C1=C(N2)C=CC=C1 (R)-2-(sec-Butyl)-3-vinylbenzo[4,5]imidazo[1,2-a]pyrimidin-4(10H)-one